ClC=1C=NC=C(C1[C@@H](C)OC=1C=C2C(=NN(C2=CC1OC)C1OCCCC1)C=1C=C(C(=NC1)F)C#N)Cl 5-[5-[(1R)-1-(3,5-dichloro-4-pyridinyl)ethoxy]-6-methoxy-1-tetrahydropyran-2-yl-indazol-3-yl]-2-fluoro-pyridine-3-carbonitrile